O=C1NC(CCC1N1C(C2=CC=CC(=C2C1=O)OCC1CCNCC1)=O)=O 2-(2,6-dioxopiperidin-3-yl)-4-[(piperidin-4-yl)methoxy]-2,3-dihydro-1H-isoindole-1,3-dione